N-((5-cyclopropyl-1H-indazol-4-yl)methyl)-methylthiophene-3-carboxamide C1(CC1)C=1C(=C2C=NNC2=CC1)CNC(=O)C1=C(SC=C1)C